C1(CCCC1C1=CC=CC=C1C(=O)N)C1=CC=CC=C1C(=O)N C5-cyclopentane-bis-benzamide